tert-butyl 14-[4-[4-[(2,6-dioxo-3-piperidyl)amino]phenyl]piperazin-1-yl]-14-oxo-tetradecanoate O=C1NC(CCC1NC1=CC=C(C=C1)N1CCN(CC1)C(CCCCCCCCCCCCC(=O)OC(C)(C)C)=O)=O